CC=1C=CC=C2C(N3C(=NC12)C(C1=CC(=CC=C13)[N+](=O)[O-])=O)=O 4-methyl-8-nitroindolo[2,1-b]quinazoline-6,12-dione